4-[4-[tert-butoxycarbonyl(cyclopropyl)amino]-1-piperidyl]-2-methyl-pyrazolo[3,4-c]pyridine-7-carboxylic acid C(C)(C)(C)OC(=O)N(C1CCN(CC1)C=1C=2C(C(=NC1)C(=O)O)=NN(C2)C)C2CC2